1-ethyl-3-methylimidazolium L-lactate C([C@@H](O)C)(=O)[O-].C(C)N1C=[N+](C=C1)C